1-[4-({3-methyl-4-[(1-methyl-1,3-benzodiazol-5-yl)oxy]phenyl}amino)quinazolin-6-yl]-3-methylidenepyrrolidin-2-one CC=1C=C(C=CC1OC1=CC2=C(N(C=N2)C)C=C1)NC1=NC=NC2=CC=C(C=C12)N1C(C(CC1)=C)=O